C(#N)C1=CC=C(C=C1)C(CC1(COCC1)CCNC(OC(C)(C)C)=O)=O tert-butyl (2-(3-(2-(4-cyanophenyl)-2-oxoethyl)tetrahydrofuran-3-yl)ethyl)carbamate